4-(isoindolin-4-yl)-1H-1,2,3-triazol C1NCC2=C(C=CC=C12)C=1N=NNC1